tert-butyl 3-(2-chloro-3-methylphenyl)-3-hydroxyazetidine-1-carboxylate ClC1=C(C=CC=C1C)C1(CN(C1)C(=O)OC(C)(C)C)O